1-hydroxynaphthalene-2-carboxylate OC1=C(C=CC2=CC=CC=C12)C(=O)[O-]